ClC=1C(=C2C(=NC1)NC(=N2)C2=CC=C(C=C2)N2CCNC(CC2)=O)NC2CCN(CC2)CC=2C(=NN(C2C)C)C 1-{4-[6-Chloro-7-({1-[(1,3,5-trimethyl-1H-pyrazol-4-yl)methyl]piperidin-4-yl}amino)-3H-imidazo[4,5-b]pyridin-2-yl]phenyl}-1,4-diazepan-5-one